(2,2-dimethyl-1,3-dioxolan-4-yl)methyl-1H-indol-5-amine CC1(OCC(O1)CN1C=CC2=CC(=CC=C12)N)C